7-(3-Bromophenyl)-7-(5-(2-fluoro-5-((6-fluoro-4-(hydroxymethyl)-1H-indol-5-yl)oxy)phenyl)-4H-1,2,4-triazol-3-yl)-3,3-dimethyloctanoic acid BrC=1C=C(C=CC1)C(CCCC(CC(=O)O)(C)C)(C)C1=NN=C(N1)C1=C(C=CC(=C1)OC=1C(=C2C=CNC2=CC1F)CO)F